FC=1C=C(CN2N=NC(=C2)C2=CC=C(S2)C=O)C=CC1F 5-(1-(3,4-difluorobenzyl)-1H-1,2,3-triazol-4-yl)thiophene-2-carbaldehyde